BrC=1C(=NN(N1)C)C1(COC1)NS(=O)C(C)(C)C N-(3-(5-bromo-2-methyl-2H-1,2,3-triazol-4-yl)oxetan-3-yl)-2-methylpropane-2-sulfinamide